N12CCN(C(CC1)C2)C2=CC=C(C=C2)C=2C=C(C1=CN(N=C1C2Cl)C(C(=O)OCC)C2=C1N(C=N2)C[C@@H](C1)F)Cl rac-Ethyl 2-(6-(4-(1,4-diazabicyclo[3.2.1]octan-4-yl)phenyl)-4,7-dichloro-2H-indazol-2-yl)-2-((R)-6-fluoro-6,7-dihydro-5H-pyrrolo[1,2-c]imidazol-1-yl)acetate